(2,4,6-tri-tert-butylphenyl)pentaerythritol diphosphite OP(O)OP(O)O.C(C)(C)(C)C1=C(C(=CC(=C1)C(C)(C)C)C(C)(C)C)C(O)C(CO)(CO)CO